N[C@H](C(=O)N1C(C=2N(CC1)C(=C(N2)C2=CC=C(C=C2)F)NC2=CC=C(C=C2)F)(C)C)COC (S)-2-amino-1-(2-(4-fluorophenyl)-3-((4-fluorophenyl)amino)-8,8-dimethyl-5,6-dihydroimidazo[1,2-a]pyrazin-7(8H)-yl)-3-methoxypropan-1-one